ClC1=C(C(=CC=C1)Cl)O L-2,6-dichlorophenol